[Br-].C[N+](CC=C(CCCC(CCCC(CCCC(C)C)C)C)C)(C)C N,N,N-trimethyl-3,7,11,15-tetramethyl-2-hexadecenaminium bromide